monoisostearyl-amide C(CCCCCCCCCCCCCCC(C)C)[NH-]